N1(CCC1)CC1CCC(CC1)NC1=CC(=NC=C1C1=NN(C=C1)CC(F)(F)F)NC1=NC(=NC=C1)C=1C=NN(C1)S(=O)(=O)C1CC1 N4-((1s,4s)-4-(Azetidin-1-ylmethyl)cyclohexyl)-N2-(2-(1-(cyclopropylsulfonyl)-1H-pyrazol-4-yl)pyrimidin-4-yl)-5-(1-(2,2,2-trifluoroethyl)-1H-pyrazol-3-yl)pyridine-2,4-diamine